C1CCC2=CC(=CC=C12)B1OC(C(O1)(C)C)(C)C 2-(2,3-dihydro-1H-inden-5-yl)-4,4,5,5-tetramethyl-1,3,2-dioxaborolane